CC1=CC=C(C=C1)CN1N=C2N=C(N=C(C2=C1)N)C1=NSC=C1 2-[(4-methylphenyl)methyl]-6-(1,2-thiazol-3-yl)-2H-pyrazolo[3,4-d]pyrimidin-4-amine